(methylethyl)azetidin CC(C)N1CCC1